(1-(5-(3-cyano-6-(2-hydroxy-2-methylpropyloxy)pyrazolo[1,5-a]pyridin-4-yl)pyridin-2-yl)-4-methylpiperidin-4-yl)carbamic acid tert-butyl ester C(C)(C)(C)OC(NC1(CCN(CC1)C1=NC=C(C=C1)C=1C=2N(C=C(C1)OCC(C)(C)O)N=CC2C#N)C)=O